FC=1C=C(CC2=C3N(C=C(N2)C2=CC=CC=C2)C(C(=N3)CC3=CC(=CC=C3)C)=O)C=CC1 8-(3-Fluorobenzyl)-2-(3-methylbenzyl)-6-phenylimidazo[1,2-a]pyrazin-3(7H)-one